C1=C(C=CC=2OC3=CC=CC=C3C3(C12)C1=CC=CC=C1C=1C=CC=CC13)B(O)O Spiro[fluorene-9,9'-xanthen]-2'-ylboronic acid